N-γ-maleimidobutyryl-oxysulfosuccinimide C1(C=CC(N1CCCC(=O)ON1C(C(CC1=O)S(=O)(=O)O)=O)=O)=O